tert-Butyl 2-(2-methoxy-4-(methoxycarbonyl)benzyl)hydrazine-1-carboxylate COC1=C(CNNC(=O)OC(C)(C)C)C=CC(=C1)C(=O)OC